BrC=1C=C(C(=NC1)N)C#CC 5-bromo-3-(prop-1-ynyl)pyridin-2-amine